2-(2-Fluoro-4-(6-(4-methylbenzyloxy)pyridin-2-yl)benzyl)-1-((tetrahydrofuran-2-yl)methyl)-1H-benzo[d]imidazol FC1=C(CC2=NC3=C(N2CC2OCCC2)C=CC=C3)C=CC(=C1)C1=NC(=CC=C1)OCC1=CC=C(C=C1)C